NC1=NC=C(C(=N1)N)OC1=CC(=C(C=C1C(C)C)O)I 4-(2,4-Diamino-pyrimidin-5-yloxy)-2-iodo-5-isopropyl-phenol